3-(2-mercaptoethyl)-1H-indole-2-carboxylic acid SCCC1=C(NC2=CC=CC=C12)C(=O)O